(1R)-1-[5-(1-ethyl-3-methyl-1H-pyrazol-5-yl)-1,2,4-oxadiazol-3-yl]-6-azaspiro[2.5]octane-6-sulfonamide C(C)N1N=C(C=C1C1=NC(=NO1)[C@@H]1CC12CCN(CC2)S(=O)(=O)N)C